Cl.ClC1=C(C=CC=C1F)C(C)(C)N 2-(2-chloro-3-fluorophenyl)propan-2-amine hydrochloride